tert-butyl 2-(4-bromo-5-methyl-pyrazol-1-yl)-7-azaspiro[3.5]nonane-7-carboxylate BrC=1C=NN(C1C)C1CC2(C1)CCN(CC2)C(=O)OC(C)(C)C